tert-butyl 4-((4-hydroxy-2-(4-(methoxycarbonyl)phenyl)piperidin-1-yl)methyl)-5-methoxy-7-methyl-1H-indole-1-carboxylate OC1CC(N(CC1)CC1=C2C=CN(C2=C(C=C1OC)C)C(=O)OC(C)(C)C)C1=CC=C(C=C1)C(=O)OC